N-(3,5-difluoro-4-iodopyridin-2-yl)-N-((2-(trimethylsilyl)ethoxy)methyl)ethanesulfonamide FC=1C(=NC=C(C1I)F)N(S(=O)(=O)CC)COCC[Si](C)(C)C